CC1(OCCC(C1)=O)C 2,2-dimethyloxan-4-one